3-[[6-[4-Chloro-3-(difluoromethoxy)phenyl]pyrazin-2-yl]methyl]-5,5-dimethyl-oxazolidin-2-one ClC1=C(C=C(C=C1)C1=CN=CC(=N1)CN1C(OC(C1)(C)C)=O)OC(F)F